FC1=C(C(=O)N)C=CC(=C1)C1=NOC(=N1)C(F)(F)F 2-fluoro-4-(5-(trifluoromethyl)-1,2,4-oxadiazol-3-yl)benzamide